tert-butyl 5-{5-nitro-6-[(pyridin-4-yl) amino] pyridin-2-yl}-2,5-diazabicyclo[2.2.2]octane-2-carboxylate [N+](=O)([O-])C=1C=CC(=NC1NC1=CC=NC=C1)N1C2CN(C(C1)CC2)C(=O)OC(C)(C)C